C(CCCCCCCCCCC)(=O)[O-].NCCS(=O)(=O)O.[Na+] Sodium Taurine Laurate